N1N=NC=C1.[Zn] zinc triazole salt